(2,3-Dioleoyl-propyl)-trimethylamine C(CCCCCCC\C=C/CCCCCCCC)(=O)C(CCN(C)C)CC(CCCCCCC\C=C/CCCCCCCC)=O